2,2-dimethyl-Ethyl-3-oxo-3,4-dihydro-2H-benzo[b][1,4]oxazine-6-carbonitrile CC(CC1C(NC2=C(O1)C=CC(=C2)C#N)=O)C